(1-(cyclopropylmethyl)piperidin-3-yl)(6-(pyridin-2-yl)naphthalen-2-yl)methanone C1(CC1)CN1CC(CCC1)C(=O)C1=CC2=CC=C(C=C2C=C1)C1=NC=CC=C1